cyclopropylbenzo[E]indolone C1(CC1)C1=NC=2C=CC3=C(C2C1=O)C=CC=C3